1-(4-(2-(4-chlorophenyl)but-3-yn-2-yl)thiazol-2-yl)-3-(2-hydroxypropyl)urea ClC1=CC=C(C=C1)C(C)(C#C)C=1N=C(SC1)NC(=O)NCC(C)O